ethyl 4-chloro-2-morpholino-6-(4-pyridylamino)pyrimidine-5-carboxylate ClC1=NC(=NC(=C1C(=O)OCC)NC1=CC=NC=C1)N1CCOCC1